(R)-methyl 2-(3-methoxy-propylamino)-propionate COCCCN[C@@H](C(=O)OC)C